2'-chloro-4-((3,5-difluoropyridin-2-yl)methoxy)-5',6-dimethyl-2H-[1,4'-bipyridyl]-2-one ClC1=NC=C(C(=C1)N1C(C=C(C=C1C)OCC1=NC=C(C=C1F)F)=O)C